N-(1-cyano-2-(2-oxopiperidin-3-yl)ethyl)-2-(4-fluoro-6-methyl-7-chloro-1H-indole-2-carbonyl)-5,5-difluorooctahydrocyclopenta[c]pyrrole-1-carboxamide C(#N)C(CC1C(NCCC1)=O)NC(=O)C1N(CC2C1CC(C2)(F)F)C(=O)C=2NC1=C(C(=CC(=C1C2)F)C)Cl